ClC1=CC=C(C=C1)C1=CC(=NC(=N1)C=1C=NC=CC1)NCCCN1CCOCC1 6-(4-chlorophenyl)-N-(3-morpholinopropyl)-2-(pyridin-3-yl)pyrimidin-4-amine